4,4'-vinylidenebis[N,N-bis(t-butyldimethylsilyl)aniline] C(=C)(C1=CC=C(N([Si](C)(C)C(C)(C)C)[Si](C)(C)C(C)(C)C)C=C1)C1=CC=C(N([Si](C)(C)C(C)(C)C)[Si](C)(C)C(C)(C)C)C=C1